4-[3-(4-methylphenyl)-5-(trifluoromethyl)-1H-pyrazol-1-yl]benzenesulfonamide CC1=CC=C(C=C1)C1=NN(C(=C1)C(F)(F)F)C1=CC=C(C=C1)S(=O)(=O)N